FC=1C=CC=C2C3(CN(C12)C(=O)NC=1C(=NNC1)C1=CC2=C(C=N1)C=NN2CC(C)C)CC3 7'-Fluoro-N-(3-(1-isobutyl-1H-pyrazolo[4,3-c]pyridin-6-yl)-1H-pyrazol-4-yl)spiro[cyclopropane-1,3'-indoline]-1'-carboxamide